(1R,3S)-3-[3-({[2-(methylsulfamoyl)phenyl]acetyl} amino)-1H-pyrazol-5-yl]cyclopentyl (2S)-butan-2-ylcarbamate C[C@@H](CC)NC(O[C@H]1C[C@H](CC1)C1=CC(=NN1)NC(CC1=C(C=CC=C1)S(NC)(=O)=O)=O)=O